Bis[3-(3,4-dicarboxyphenoxy)phenyl]methane C(=O)(O)C=1C=C(OC=2C=C(C=CC2)CC2=CC(=CC=C2)OC2=CC(=C(C=C2)C(=O)O)C(=O)O)C=CC1C(=O)O